OCC(C)NC(O[C@@H]1CC[C@H](CC1)C(N(C[C@@H]1CC[C@H](CC1)C1=NC(=C(C=C1)OC)C)C1=NC=CC(=C1)C=1N=C(OC1)C1CC1)=O)=O trans-4-((4-(2-Cyclopropyloxazol-4-yl)pyridin-2-yl)-((trans-4-(5-methoxy-6-methylpyridin-2-yl)cyclohexyl)meth-yl)carbamoyl)cyclohexyl (1-hydroxy-propan-2-yl)carbamate